CN(C(=O)C=1C=C(N(N1)CC1CC(C1)O)CNC(OC(C)(C)C)=O)C tert-butyl N-[[5-(dimethylcarbamoyl)-2-[(3-hydroxycyclobutyl)methyl]pyrazol-3-yl]methyl]carbamate